C(C=1C(C(=O)OCC=C)=CC(C(=O)OCC=C)=CC1)(=O)OCC=C Tri-allyl trimellitate